methyl 5-formyl-2-methoxybenzoate C(=O)C=1C=CC(=C(C(=O)OC)C1)OC